OC(C(C(CC(=O)OCC)=O)C)(C)C1=CC=CC=C1 ethyl 5-hydroxy-4-methyl-3-oxo-5-phenylhexanoate